C(C=C)(=O)N1C(CN(CC1)C1=NC(=NC=2CC(CCC12)N1CCCC2=CC=CC(=C12)Cl)N1CC(C1)N(C)C)CC#N 2-(1-acryloyl-4-(7-(8-chloro-3,4-dihydroquinolin-1(2H)-yl)-2-(3-(dimethylamino)azetidin-1-yl)-5,6,7,8-tetrahydroquinazolin-4-yl)piperazin-2-yl)acetonitrile